C1(CC1)OC1=NNC(C2=CC=C(C=C12)B1OC(C(O1)(C)C)(C)C)=O 4-cyclopropoxy-1-oxo-6-(4,4,5,5-tetramethyl-1,3,2-dioxaborolan-2-yl)phthalazin